C1(C=CC(N1C1=CC=C(C=C1)C1=CC=C(C=C1)N1C(C=CC1=O)=O)=O)=O 4,4'-Bis(maleimido)-1,1'-biphenyl